1-(2-(4-fluorophenyl)-4-methyl-3-(3-methyl-1H-pyrrolo[2,3-b]pyridin-4-yl)-6,7-dihydropyrazolo[1,5-a]pyrazin-5(4H)-yl)prop-2-en-1-one FC1=CC=C(C=C1)C1=NN2C(C(N(CC2)C(C=C)=O)C)=C1C1=C2C(=NC=C1)NC=C2C